FC=1C=CC2=C(CCO2)C1CNC1=NC=C(C=2N1C=NN2)C=2C=CC=C1C=CC=NC21 N-((5-fluoro-2,3-dihydrobenzofuran-4-yl)methyl)-8-(quinolin-8-yl)-[1,2,4]triazolo[4,3-c]pyrimidin-5-amine